(2S,4R)-1-[(2S)-2-(4-cyclopropyltriazol-1-yl)-3,3-dimethyl-butanoyl]-4-hydroxy-N-[1-(2-hydroxy-2-methyl-propyl)azetidin-3-yl]pyrrolidine-2-carboxamide C1(CC1)C=1N=NN(C1)[C@H](C(=O)N1[C@@H](C[C@H](C1)O)C(=O)NC1CN(C1)CC(C)(C)O)C(C)(C)C